3-(5-benzyl-1H-pyrrole-2-carbonyl)-5-chloro-2-hydroxy-1H-indole-1-carboxamide C(C1=CC=CC=C1)C1=CC=C(N1)C(=O)C1=C(N(C2=CC=C(C=C12)Cl)C(=O)N)O